2-benzylheptan-1-ol C(C1=CC=CC=C1)C(CO)CCCCC